2'h-spiro[benzo[b][1,4]oxazepine-3,1'-naphthalene]-7-carboxylate C12(CC=CC3=CC=CC=C13)C=NC1=C(OC2)C=CC(=C1)C(=O)[O-]